5-Chloro-7-(6,7-dimethoxy-1,2,3,4-tetrahydroisochinolin-1-yl)chinolin-8-ol ClC1=C2C=CC=NC2=C(C(=C1)C1NCCC2=CC(=C(C=C12)OC)OC)O